COCCN1C(=NC=2C1=NC(=CC2)C=2C=CN1N=C(N=CC12)NC1CC2(CN(C2)C)C1)C 5-(3-(2-methoxyethyl)-2-methyl-3H-imidazo[4,5-b]pyridin-5-yl)-N-(2-methyl-2-azaspiro[3.3]heptan-6-yl)pyrrolo[2,1-f][1,2,4]triazin-2-amine